C(C)(C)(C)OC(C(CCCCCCN1C(=CC=2C1=NC(=CC2)/C=N/S(=O)C(C)(C)C)C2=NC1=C(N2C)C(=CC(=C1)C(=O)OC)OC)(C)C)=O methyl (E)-2-(1-(8-(tert-butoxy)-7,7-dimethyl-8-oxooctyl)-6-(((tert-butylsulfinyl)imino)methyl)-1H-pyrrolo[2,3-b]pyridin-2-yl)-7-methoxy-1-methyl-1H-benzo[d]imidazole-5-carboxylate